6-(3-(isothiazol-5-yl)-7,8-dihydro-1,6-naphthyridin-6(5H)-yl)-4,5-dimethylpyridazine-3-carbonitrile S1N=CC=C1C=1C=NC=2CCN(CC2C1)C1=C(C(=C(N=N1)C#N)C)C